(S)-N-(2-fluoro-5-(2-fluoro-8-morpholinoimidazo[1,2-a]pyridin-6-yl)-4-methylphenyl)-3-(2,2,2-trifluoroethyl)pyrrolidine-1-carboxamide FC1=C(C=C(C(=C1)C)C=1C=C(C=2N(C1)C=C(N2)F)N2CCOCC2)NC(=O)N2C[C@@H](CC2)CC(F)(F)F